ClC1=C2CCCC(C2=CC(=C1OCCC)I)=O 5-chloro-7-iodo-6-propoxy-3,4-dihydronaphthalen-1(2H)-one